C(C)(C)N[C@@H](C)C(=O)O.OCCN1C(CN(CC1)CCO)CC N-hydroxyethyl-N'-hydroxyethyl-ethyl-piperazine isopropyl-Z-alaninate